ClC1=NN2C=3CCCN(C3C=NC2=C1)C1=CC=C(C=C1)[C@@H](C(F)(F)F)N(C(=O)C1N(C(CC1)=O)C(=O)OC(C)(C)C)C tert-butyl 2-[[(1S)-1-[4-(4-chloro-2,3,7,10-tetrazatricyclo[7.4.0.02,6]trideca-1(9),3,5,7-tetraen-10-yl)phenyl]-2,2,2-trifluoro-ethyl]-methyl-carbamoyl]-5-oxo-pyrrolidine-1-carboxylate